trinormal octyl-aluminum C(CCCCCCC)[Al](CCCCCCCC)CCCCCCCC